(1-benzyl-4,6-dihydro-1H-furo[3,4-c]pyrazol-3-yl)methanol C(C1=CC=CC=C1)N1N=C(C2=C1COC2)CO